ClC1=CC=C(C(=N1)C(=O)NS(=O)(=O)C)N[C@H](C)C=1C=CC=C2C(N(C(=NC12)N1CCC(CC1)(F)F)C)=O (R)-6-chloro-3-((1-(2-(4,4-difluoropiperidin-1-yl)-3-methyl-4-oxo-3,4-dihydroquinazolin-8-yl)ethyl)amino)-N-(methylsulfonyl)picolinamide